C(OCC(CCCC)CC)(OCC(CCCC)CC)=O Di(2-ethylhexyl) carbonate